(Methanesulfinyl)methane CS(=O)C